C(C)(C)(C)OC(=O)N1CCC2(C(N(CC(N2C)=C=O)[C@@H](C)C=2C=NC(=CC2)N2N=CC(=C2)F)=C=O)CC1 tert-butyl-(S)-4-(1-(6-(4-fluoro-1H-pyrazol-1-yl) pyridin-3-yl) ethyl)-1-methyl-2,5-dicarbonyl-1,4,9-triazaspiro[5.5]undecane-9-carboxylate